(3aR,6aR)-5-(6-chloro-5-cyclopropylnicotinoyl)hexahydropyrrolo[3,4-c]Pyrrole ClC1=NC=C(C(=O)N2C[C@@H]3[C@@H](C2)CNC3)C=C1C1CC1